4,4-bis(2-ethylhexyl)dithieno[3,2-b:2',3'-d]silol C(C)C(C[Si]1(C2=C(C3=C1C=CS3)SC=C2)CC(CCCC)CC)CCCC